O1CC(CCC=CCCCCCCCCC1)=O 1-oxacyclohexadec-6-en-3-one